tert-octyl methacrylate C(C(=C)C)(=O)OC(C)(C)CC(C)(C)C